C(C)[C@@H]1[C@H]([C@@H]1C=1C=NN(C1)C)C(=O)NC=1N=CC2=CC(=C(C=C2C1)C=1C=[N+](C=CC1C)[O-])F 3-(3-((1R,2S,3R)-2-Ethyl-3-(1-methyl-1H-pyrazol-4-yl)cyclopropane-1-carboxamido)-7-fluoroisoquinolin-6-yl)-4-methylpyridine 1-oxide